NC(C(=O)O)C(C1=CNC2=CC=CC=C12)C1CC1 2-amino-3-cyclopropyl-3-(1H-indol-3-yl)propanoic acid